(4-benzyl-3,4-dihydro-2H-benzo[b][1,4]thiazin-6-yl)methanamine C(C1=CC=CC=C1)N1C2=C(SCC1)C=CC(=C2)CN